(S)-1-(2,5-difluorophenyl)ethylamine hydrochloride Cl.FC1=C(C=C(C=C1)F)[C@H](C)N